(2RS)-1-{3-[(1R)-1-aminoethyl]-2-fluorophenyl}-1,1-difluoro-2-methylhexan-2-ol N[C@H](C)C=1C(=C(C=CC1)C([C@@](CCCC)(O)C)(F)F)F |&1:10|